ClC1=NC=C(C(=C1)N1CCN(CC1)C)C=1C=NN(C1)C1CCOCC1 1-(2-chloro-5-(1-(tetrahydro-2H-pyran-4-yl)-1H-pyrazol-4-yl)pyridin-4-yl)-4-methylpiperazine